C1(CC1)S(=O)(=O)NC=1SC=C(N1)C(C(=O)NC1=NC=C(C=C1)C1=NC(=CN=C1)OCCC)CC 2-(2-(cyclopropanesulfonylamino)thiazol-4-yl)-N-(5-(6-propoxypyrazin-2-yl)pyridin-2-yl)butyramide